CC(C[N+](C)(C)C)O β-methylcholine